carbamic acid potassium salt [K+].C(N)([O-])=O